FC1=C2C(=CC=C1)N(C(C21CCN(CC1)C(=O)C=1C=C2C(=NC1)NN=C2)=O)CC(=O)NCC(F)(F)F 2-[4-fluoro-2-oxo-1'-(1H-pyrazolo[3,4-b]pyridine-5-carbonyl)spiro[indole-3,4'-piperidin]-1-yl]-N-(2,2,2-trifluoroethyl)acetamide